O1C(=CC2=C1C=CC=C2)C2=CC=C(C=C2)N(C2=CC=C(C=C2)C2=CC1=C(N=C(S1)C1=CC=CC=C1)C=C2)C2=CC=C(C=C2)C=2OC1=C(C2)C=CC=C1 N,N-bis(4-benzofuran-2-yl-phenyl)-N-{4-(2-phenyl-benzothiazole-6-yl)-phenyl}-amine